O1CN=CN=C1 2H-1,3,5-oxadiazine